C(N)(OCCC[Si](O[Si](C)(C)C)(O[Si](C)(C)C)O[Si](C)(C)C)=O tristrimethylsiloxysilylpropyl carbamate